tert-butyl 4-(7-fluoro-4,5-dihydroimidazo[1,2-a]quinolin-2-yl)piperidine-1-carboxylate FC=1C=C2CCC=3N(C2=CC1)C=C(N3)C3CCN(CC3)C(=O)OC(C)(C)C